COC1=C(C=CC(=C1)S(=O)(=O)C)NCC#CC=1N(C2=CC=CC(=C2C1)NC1CCN(CC1)C(=O)N(C)C)CC(F)(F)F 4-((2-(3-((2-methoxy-4-(methylsulfonyl)phenyl)amino)prop-1-yn-1-yl)-1-(2,2,2-trifluoroethyl)-1H-indol-4-yl)amino)-N,N-dimethylpiperidine-1-carboxamide